tetraoctyl-cyclotetrasiloxane C(CCCCCCC)[SiH]1O[SiH](O[SiH](O[SiH](O1)CCCCCCCC)CCCCCCCC)CCCCCCCC